2-((5,7-dimethyl-1H-indol-4-yl)methyl)-2H-indazole-6-carbonitrile CC=1C(=C2C=CNC2=C(C1)C)CN1N=C2C=C(C=CC2=C1)C#N